CN(CCN(C1=C(C=C(C(=C1)OC)NC1=NC=NC(=C1)N1OCCC1C1=CC(=CC=C1)C=1C=NC=2N(C1)N=CC2)NC(C=C)=O)C)C N-(2-((2-(dimethyl-amino)ethyl)-(methyl)amino)-4-methoxy-5-((6-(3-(3-(pyrazolo[1,5-a]pyrimidin-6-yl)-phenyl)isoxazolidin-2-yl)pyrimidin-4-yl)amino)-phenyl)acrylamide